2-[(3S)-8,8-Dimethyl-3,4,9,10-tetrahydro-2H-pyrano[2,3-h]chromen-3-yl]-5-methylphenol CC1(CCC=2C(=CC=C3C[C@H](COC23)C2=C(C=C(C=C2)C)O)O1)C